5-(3-pyridyl)-1H-tetrazole N1=CC(=CC=C1)C1=NN=NN1